tert-butyl ((5-((3-methoxy-5-(1-methyl-1H-pyrazol-4-yl)phenyl)sulfonyl)thiazol-2-yl)methyl)carbamate COC=1C=C(C=C(C1)C=1C=NN(C1)C)S(=O)(=O)C1=CN=C(S1)CNC(OC(C)(C)C)=O